ClC=1N=C(C2=C(N1)C=NC(=C2)N2CCCC2)N[C@H](C)C2=CC(=CC(=C2)C(F)(F)F)[N+](=O)[O-] (R)-2-chloro-N-(1-(3-nitro-5-(trifluoromethyl)phenyl)ethyl)-6-(pyrrolidin-1-yl)pyrido[3,4-d]pyrimidin-4-amine